tert-butyl 3-(pyridin-4-yl)piperidine-1-carboxylate N1=CC=C(C=C1)C1CN(CCC1)C(=O)OC(C)(C)C